ClC1=CC=C(CN2CC(CCC2)C2=CC=NC=3N2N=C(C3C=3C=NC(=NC3)N)C)C=C1 5-(7-(1-(4-Chlorobenzyl)piperidin-3-yl)-2-methylpyrazolo[1,5-a]pyrimidin-3-yl)pyrimidin-2-amine